COC(=O)C=1C=C2C=CC(=NC2=CC1)N1CC(OCC1)(C)C 2-(2,2-Dimethylmorpholino)quinoline-6-carboxylic acid methyl ester